C(NC(=O)C=1N=NC(=CC1NC1=CC=CC=2C=3C([C@@H](N(C12)C)C)=NN(N3)C)NC(=O)NC)([2H])([2H])[2H] (S)-N-(methyl-d3)-6-(3-methylureido)-4-((2,4,5-trimethyl-4,5-dihydro-2H-[1,2,3]triazolo[4,5-c]quinolin-6-yl)amino)pyridazine-3-carboxamide